C(C=C)(=O)N1C(CN(CC1)C=1C2=C(N=C(N1)OC[C@H]1N(CCC1)CC(=O)N(C)C)CN(CC2)C2=CC=CC1=CC=CC=C21)CC#N 2-((2S)-2-(((4-(4-acryloyl-3-(cyanomethyl)piperazin-1-yl)-7-(naphthalen-1-yl)-5,6,7,8-tetrahydropyrido[3,4-d]pyrimidin-2-yl)oxy)methyl)pyrrolidin-1-yl)-N,N-dimethylacetamide